P(=O)(O)(O)O.Cl(=O)(=O)(=O)O perchloric acid, phosphate salt